γ-Dodecanolide C1(CC(CCCCCCCCC)O1)=O